3-[4-[4-amino-3-(4-phenoxyphenyl)pyrazolo[3,4-d]pyrimidin-1-yl]-1-piperidyl]pyrrolidin-1-carboxylate NC1=C2C(=NC=N1)N(N=C2C2=CC=C(C=C2)OC2=CC=CC=C2)C2CCN(CC2)C2CN(CC2)C(=O)[O-]